(S)-4-(2-(4-chloro-2-fluorophenyl)-2-methylbenzo[d][1,3]dioxol-4-yl)piperidin-1-ium chloride [Cl-].ClC1=CC(=C(C=C1)[C@@]1(OC2=C(O1)C=CC=C2C2CC[NH2+]CC2)C)F